FC=1C=C(C#N)C=C(C1)[C@H]1N(OCC1)C(=O)[C@@H]1C[C@H](C1)N1C=CC2=CC(=CC=C12)F trans-3-fluoro-5-[(3S)-2-[3-(5-fluoroindol-1-yl)cyclobutanecarbonyl]isoxazolidin-3-yl]benzonitrile